2-(3-(2-chloro-6-(trifluoromethyl)pyrimidin-4-yl)-3-azabicyclo[3.2.1]oct-8-yl)acetic acid ethyl ester C(C)OC(CC1C2CN(CC1CC2)C2=NC(=NC(=C2)C(F)(F)F)Cl)=O